methyl 2-aminospiro[3.3]heptane-6-carboxylate hydrochloride Cl.NC1CC2(C1)CC(C2)C(=O)OC